CN(S(=O)(=O)NC=1C(=C(C=CC1)CN1C(OC2=C(C1(C)C)C=CC(=C2)OC=2N=NC=CC2)=O)F)C 3-{[3-(dimethylaminosulfonylamino)-2-fluorophenyl]methyl}-4,4-dimethyl-7-(3-pyridazinyloxy)-3,4-dihydro-2H-1,3-benzoxazin-2-one